FC(C=1C=C2C=CC(=NC2=CC1)C(=O)N)(F)F 6-(trifluoromethyl)quinoline-2-carboxamide